CC1=N(C=CC=C1C(=O)OC)=O methyl 2-methyl-1-oxo-1lambda5-pyridine-3-carboxylate